7-methoxy-1-{[(1S,2S,5R)-4-oxo-3-azabicyclo[3.1.0]hex-2-yl]methoxy}isoquinoline-6-carboxamide COC1=C(C=C2C=CN=C(C2=C1)OC[C@@H]1[C@H]2C[C@H]2C(N1)=O)C(=O)N